ICCCC1=CC=C(C=C1)CCCSC1=C2CN(C(C2=CC=C1)=O)C1CNCCC1 3-(4-((3-(4-(3-iodopropyl)phenyl)propyl)thio)-1-oxoisoindolin-2-yl)piperidine